CCCCCCCC/C=C\CCCCCCCC(=O)OC[C@H](COP(=O)(O)OC[C@@H](C(=O)O)N)OC(=O)CCC/C=C\C/C=C\C/C=C\C/C=C\C/C=C\CC 1-(9Z-octadecenoyl)-2-(5Z,8Z,11Z,14Z,17Z-eicosapentaenoyl)-glycero-3-phosphoserine